FC(C(C=CC(F)(F)F)(C(F)(F)F)F)(F)F heptafluoro-4-(trifluoromethyl)-pent-2-ene